(3R)-3-({2-[1-(3-hydroxypropyl)-1H-pyrazol-4-yl][1,2,4]triazolo[1,5-c]quinazolin-5-yl}amino)azepin-2-one OCCCN1N=CC(=C1)C1=NN2C(=NC=3C=CC=CC3C2=N1)NC=1C(N=CC=CC1)=O